((3S,7aS)-3-(tert-butoxymethyl)tetrahydro-1H-pyrrolizin-7a(5H)-yl)methanol C(C)(C)(C)OC[C@@H]1CC[C@@]2(CCCN12)CO